6-{[ethyl(methyl)sulfamoyl]amino}-3-fluoro-2-({4-oxo-3-[4-(piperazin-1-yl)phenyl]quinazolin-6-yl}oxy)benzonitrile hydrochloride Cl.C(C)N(S(=O)(=O)NC1=CC=C(C(=C1C#N)OC=1C=C2C(N(C=NC2=CC1)C1=CC=C(C=C1)N1CCNCC1)=O)F)C